3-Chloro-5-({[(7-cyclopentylpyrazolo[1,5-a]pyrimidin-6-yl)amino]carbonyl}amino)pyridin ClC=1C=NC=C(C1)NC(=O)NC=1C=NC=2N(C1C1CCCC1)N=CC2